OC=1C=NC(=NC1)NC(C)=O N-(5-hydroxy-pyrimidin-2-yl)-acetamide